N-(3-cyclohexyl-1-oxoisoindolin-4-yl)benzo[d]isothiazole-3-carboxamide C1(CCCCC1)C1NC(C2=CC=CC(=C12)NC(=O)C1=NSC2=C1C=CC=C2)=O